CN1N=C(C(=C1)C1=NN=C(O1)C(=O)N1[C@H](C2=C(CC1)NC=N2)C2=NN1C(C(=CC=C1)F)=C2)C (R)-(5-(1,3-dimethyl-1H-pyrazol-4-yl)-1,3,4-oxadiazol-2-yl)(4-(4-fluoropyrazolo[1,5-a]pyridin-2-yl)-6,7-dihydro-1H-imidazo[4,5-c]pyridin-5(4H)-yl)methanone